C1(CC(CC(C1)=O)=O)=O 1,3,5-cyclohexanetrione